n-(4-aminophenyl)maleimide C1=CC(=CC=C1N)N2C(=O)C=CC2=O